ClC1=CC=C(C=C1)C=1C=C(C(N(N1)C=1C=NN(C1)C1CCC1)=O)C(=O)NCC(C(F)(F)F)O 6-(4-chlorophenyl)-2-(1-cyclobutyl-1H-pyrazol-4-yl)-3-oxo-N-(3,3,3-trifluoro-2-hydroxypropyl)-2,3-dihydropyridazine-4-carboxamide